N,N-dimethylethyl-cyclohexylammonium C[N+](C)(C1CCCCC1)CC